C(=O)C1=CC=C(C2=C1N=C(O2)N2CC1CCC(C2)N1C(=O)OC(C)(C)C)C=1SC=CN1 tert-Butyl 3-(4-formyl-7-(thiazol-2-yl)benzo[d]oxazol-2-yl)-3,8-diazabicyclo[3.2.1]octane-8-carboxylate